NC1=C(C(=O)NC2CCC(CC2)O)C=C(C=N1)C1=CC=C(C=C1)[C@@]12CN(C[C@H]2C1)CC1COC1 2-amino-N-((1r,4r)-4-hydroxycyclohexyl)-5-(4-((1r,5s)-3-(oxetan-3-ylmethyl)-3-azabicyclo[3.1.0]hex-1-yl)phenyl)nicotinamide